2,2'-methyliminodiethanol CN(CCO)CCO